C(#N)C=1C(=NN(C1NC1=NC=CN=C1)COCC[Si](C)(C)C)C1=CC(=C(C=C1)NS(=O)(=O)CC)OC1(CC1)C1=CC=C(C=C1)F N-(4-{4-cyano-5-[(pyrazin-2-yl)amino]-1-{[2-(trimethylsilyl)ethoxy]methyl}-1H-pyrazol-3-yl}-2-[1-(4-fluorophenyl)cyclopropoxy]phenyl)ethane-1-sulfonamide